IC1=CC=CC=C1 6-iodobenzol